(2R)-3-(dibenzylamino)-2-fluoro-propan-1-ol C(C1=CC=CC=C1)N(C[C@H](CO)F)CC1=CC=CC=C1